6-bromo-1-(2-morpholinylethyl)-2-oxo-1,2-dihydro-1,8-naphthyridine-3-carboxylic acid ethyl ester C(C)OC(=O)C=1C(N(C2=NC=C(C=C2C1)Br)CCN1CCOCC1)=O